1-ethyl-1H-benzimidazol-2-one C(C)N1C(NC2=C1C=CC=C2)=O